ClC1=CC(=C(C=N1)C1=NC(=CC=C1)C(C)(C)O)F 2-(6'-Chloro-4'-fluoro-[2,3'-bipyridin]-6-yl)propan-2-ol